N[C@@H](CC1=CNC2=CC=CC=C12)C(=O)NCC(=O)O Tryptophylglycin